COC12CC(C1)(C2)C2=NC(=CC1=C2N=C(N(C1=O)C)C)N1C[C@H](OCC1)C=1C=NN(C1)C 8-(3-methoxy-1-bicyclo[1.1.1]pentanyl)-2,3-dimethyl-6-[(2R)-2-(1-methylpyrazol-4-yl)morpholin-4-yl]pyrido[3,4-d]pyrimidin-4-one